BrC1=C(C=C(C=C1)Br)C1=CC=CC=C1 2,5-Dibromobiphenyl